5-(((S)-1-((2S,4R)-4-hydroxyl-2-((4-(4-methylthiazol-5-yl)benzyl)carbamoyl)pyrrolidin-1-yl)-3,3-dimethyl-1-oxobutan-2-yl)amino)-5-oxopentanoic acid O[C@@H]1C[C@H](N(C1)C([C@H](C(C)(C)C)NC(CCCC(=O)O)=O)=O)C(NCC1=CC=C(C=C1)C1=C(N=CS1)C)=O